9-(2-((tert-Butoxycarbonyl)amino)-7-fluorobenzo[d]thiazol-4-yl)-10-chloro-8-fluoro-3,4,12,12a-tetrahydro-6H-benzo[f]pyrazino[2,1-c][1,4]oxazepine-2(1H)-carboxylic acid tert-butyl ester C(C)(C)(C)OC(=O)N1CC2COC3=C(CN2CC1)C=C(C(=C3Cl)C3=CC=C(C1=C3N=C(S1)NC(=O)OC(C)(C)C)F)F